(S)-6-diazo-2-((S)-3-(7-fluoro-1H-indol-3-yl)-2-hydroxypropanamido)-5-oxohexanoate [N+](=[N-])=CC(CC[C@@H](C(=O)[O-])NC([C@H](CC1=CNC2=C(C=CC=C12)F)O)=O)=O